C1(CCC1)N1CCC(CC1)C1=NN2C(N(C3=C(C2=O)CN(C3=O)C(C)C)CC(=O)NC3=NC=C(C=C3)F)=C1 2-[2-(1-cyclobutylpiperidin-4-yl)-5,8-dioxo-6-(propan-2-yl)-5,6,7,8-tetrahydro-4H-pyrazolo[1,5-a]pyrrolo[3,4-d]pyrimidin-4-yl]-N-(5-fluoropyridin-2-yl)acetamide